C1(CC1)CN1[C@H]2[C@@]34C[C@@H]([C@@]([C@H]5[C@@]3(C=3C(=C(C=CC3C2)O)O5)CC1)(CC4)OC)[C@@](C)(C(C)(C)C)O (2S)-2-[(5R,6R,7R,14S)-17-cyclopropylmethyl-4,5-epoxy-6,14-ethano-3-hydroxy-6-methoxymorphinan-7-yl]-3,3-dimethylbutan-2-ol